3-benzyl-1-(trans-4-((5-cyano-4-((3,3,3-trifluoro-2-hydroxypropyl)-amino)pyrimidin-2-yl)amino)cyclohexyl)-1-(5-(1-methyl-1H-pyrazol-4-yl)-pyridin-2-yl)urea C(C1=CC=CC=C1)NC(N(C1=NC=C(C=C1)C=1C=NN(C1)C)[C@@H]1CC[C@H](CC1)NC1=NC=C(C(=N1)NCC(C(F)(F)F)O)C#N)=O